CC(C)C=1C=C(C=C(C1)O)O 5-propan-2-ylbenzene-1,3-diol